C(CCCCCC)C(C(=O)OCCCCC1NC(CN(C1)CCCO)CCCCOC(C(CCCCCCC)CCCCCCC)=O)CCCCCCC (4-(3-hydroxypropyl)piperazine-2,6-diyl)bis(butane-4,1-diyl) bis(2-heptylnonanoate)